(2S)-5,5-dimethyl-2-({2-oxa-9-azatricyclo[9.4.0.03,8]pentadeca-1(11),3(8),4,6,9,12,14-heptaen-10-yl}amino)hexanoic acid CC(CC[C@@H](C(=O)O)NC1=NC=2C=CC=CC2OC=2C=CC=CC12)(C)C